O1CCC(CC1)C1=NC(=CC(=N1)N1CCOCC1)N1N=C(C=C1)C=1C=C(C=CC1)C 4-(2-(tetrahydro-2H-pyran-4-yl)-6-(3-(m-tolyl)-1H-pyrazol-1-yl)pyrimidin-4-yl)morpholine